FC=1C=C2C(=CNC(C2=CC1F)=O)C(C)N(C(=O)C=1NC2=CC=CC(=C2C1)F)C N-(1-(6,7-difluoro-1-oxo-1,2-dihydroisoquinolin-4-yl)ethyl)-4-fluoro-N-methyl-1H-indole-2-carboxamide